NC1(CCN(CC1)C1=NC2=C(N1C(=O)NCCCC1=CC=CC=C1)C=CC=C2)C (4-Amino-4-methylpiperidin-1-yl)-N-(3-phenylpropyl)-1H-benzo[d]imidazole-1-carboxamide